2-Octenoic acid C(C=CCCCCC)(=O)O